methyl 6-ethynyl-pyridazine-3-carboxylate C(#C)C1=CC=C(N=N1)C(=O)OC